tert-butyl ((1s,3s)-3-(4-(2-(4-((2-chloropyrimidin-5-yl)methoxy)phenyl)propan-2-yl)phenoxy)cyclobutyl)carbamate ClC1=NC=C(C=N1)COC1=CC=C(C=C1)C(C)(C)C1=CC=C(OC2CC(C2)NC(OC(C)(C)C)=O)C=C1